C(#N)C1=CC(=C(COC2=CC=CC(=N2)C2=CC(=C(CC=3N(C4=C(N3)SC(=C4)C(=O)[O-])C[C@H]4OCC4)C=C2F)F)C=C1)F (S)-2-(4-(6-((4-cyano-2-fluorobenzyl)oxy)pyridin-2-yl)-2,5-difluorobenzyl)-1-(oxetan-2-ylmethyl)-1H-thieno[2,3-d]imidazole-5-carboxylate